O1C(=CC=C1)C=CC(C)=O 4-(furan-2-yl)but-3-en-2-one